β-chloroethyl sulfone ClCCS(=O)(=O)CCCl